ClC1=CC=C2C(=C1)N(C(C21N(C(C=2N=C(N(C21)C(C)C)C2=C(C=CC=C2)CC)=O)C2=C(C=CC(=C2)Cl)C)=O)C(C)C 6-chloro-5'-(5-chloro-2-methylphenyl)-2'-(2-ethylphenyl)-3'-isopropylisopropyl-3'H-spiro[indoline-3,4'-pyrrolo[3,4-d]imidazole]-2,6'(5'H)-dione